FC(C=1N=CC=2N(C1)C(=CN2)C2=NC=CC(=N2)N2CC1(C2)CCN(CC1)C(=O)OC(C)(C)C)(F)F tert-Butyl 2-(2-(6-(trifluoromethyl)imidazo[1,2-a]pyrazin-3-yl)pyrimidin-4-yl)-2,7-diazaspiro[3.5]nonane-7-carboxylate